4-(4-((3R,5R)-3-amino-5-fluoropiperidin-1-yl)-6-chloro-8-fluoro-2-(((S)-1-methylpyrrolidin-2-yl)methoxy)quinazolin-7-yl)benzo[d]thiazol-2-amine N[C@H]1CN(C[C@@H](C1)F)C1=NC(=NC2=C(C(=C(C=C12)Cl)C1=CC=CC2=C1N=C(S2)N)F)OC[C@H]2N(CCC2)C